C1(=CC=CC=C1)C12CC(C1)(C2)C(C)=O 1-{3-phenylbicyclo[1.1.1]pentan-1-yl}ethanone